N1C=CC2=C1CNCC2=O 1H,4H,5H,6H,7H-pyrrolo[2,3-c]pyridin-4-one